[Br-].OCC[N+](CC(COCCCCCCCC\C=C/CCCCCCCC)OCCCCCCCC\C=C/CCCCCCCC)(C)C N-(2-hydroxyethyl)-N,N-dimethyl-2,3-bis(((Z)-octadec-9-en-1-yl)oxy)propan-1-aminium bromide